C[C@H]1N(CCOC1)C1=CC(NC(=C1)N1C(CN(CC1)S(=O)(=O)N1CCCC1)C(F)(F)F)=O 4-[(3R)-3-methylmorpholin-4-yl]-6-[4-pyrrolidin-1-ylsulfonyl-2-(trifluoromethyl)piperazin-1-yl]-1H-pyridin-2-one